8-bromo-6-(methoxymethoxy)quinoline BrC=1C=C(C=C2C=CC=NC12)OCOC